3-(2-fluoro-4-mesyl-benzyl)oxyazetidine-1-carboxylic acid tert-butyl ester C(C)(C)(C)OC(=O)N1CC(C1)OCC1=C(C=C(C=C1)S(=O)(=O)C)F